isononyl-1,2-propanediol C(CCCCCC(C)C)C(C(C)O)O